N-(2-(6-cyclopropyloxy-2-methylquinolin-4-yl)ethyl)acetamide C1(CC1)OC=1C=C2C(=CC(=NC2=CC1)C)CCNC(C)=O